2-(5-((3-(cyclopropylmethyl)-2,4,5-trioxoimidazolidin-1-yl)methyl)-1,2,4-oxadiazol-3-yl)-N-(2-methoxyphenyl)-N-(((2S,5S)-5-methyltetrahydrofuran-2-yl)methyl)acetamide C1(CC1)CN1C(N(C(C1=O)=O)CC1=NC(=NO1)CC(=O)N(C[C@H]1O[C@H](CC1)C)C1=C(C=CC=C1)OC)=O